C1(CC1)C=1C=NC(=NC1)N1CC2NC(C1)C2 3-(5-Cyclopropylpyrimidin-2-yl)-3,6-diazabicyclo[3.1.1]heptane